C(C1=CC=CC=C1)N1CCC(CC1)(C#N)CC#N 1-benzyl-4-(cyanomethyl)piperidine-4-carbonitrile